(S)-benzyl 4-((S)-2-((R)-2-(((2S,3R,4R,5S,6R)-3-acetamido-2-(benzyloxy)-5-hydroxy-6-(hydroxymethyl)tetrahydro-2H-pyran-4-yl)oxy)propanamido)propanamido)-5-amino-5-oxopentanoate C(C)(=O)N[C@H]1[C@H](O[C@@H]([C@H]([C@@H]1O[C@@H](C(=O)N[C@H](C(=O)N[C@@H](CCC(=O)OCC1=CC=CC=C1)C(=O)N)C)C)O)CO)OCC1=CC=CC=C1